2-((tert-Butyldimethylsilanyloxy)ethyl)aniline [Si](C)(C)(C(C)(C)C)OCCC1=C(N)C=CC=C1